2-[(3S,4S)-4-hydroxytetrahydro-2H-pyran-3-yl]-4,5-dimethyl-6-[4-(propan-2-yloxy)benzyl]-2,3-dihydro-1H-isoindol-1-one O[C@@H]1[C@H](COCC1)N1C(C2=CC(=C(C(=C2C1)C)C)CC1=CC=C(C=C1)OC(C)C)=O